N(=[N+]=[N-])CCOCCOCCOCCOCCOCCNC(=O)C=1C(=C(C=CC1)NC(NC1=CC=C(CNC(=O)[C@@H]2CN(CC2)C(=O)OC(C)(C)C)C=C1)=O)C tert-butyl (S)-3-((4-(3-(3-((17-azido-3,6,9,12,15-pentaoxaheptadecyl)carbamoyl)-2-methylphenyl) ureido)benzyl)carbamoyl)pyrrolidine-1-carboxylate